tert-butyl 4-(((3S,4S)-4-(4-(2-butyl-1-oxo-1,2-dihydro-2,7-naphthyridin-4-yl)-2-methoxyphenoxy)-3-fluoropiperidin-1-yl)methyl)piperidine-1-carboxylate C(CCC)N1C(C2=CN=CC=C2C(=C1)C1=CC(=C(O[C@@H]2[C@H](CN(CC2)CC2CCN(CC2)C(=O)OC(C)(C)C)F)C=C1)OC)=O